C(C)OC(=O)C=1OC2=C(C1C)C(=CC=C2)NC(=O)OC(C)(C)C ((tert-butoxycarbonyl)amino)-3-methylbenzofuran-2-carboxylic acid ethyl ester